NC=1C(=C(C=CC1)[C@]1(N/C(/N(C(C1)=O)[C@H]1C[C@@H](OCC1)C)=N\C(OC(C)(C)C)=O)C)Cl |&1:14,16| tert-Butyl (NE)-N-{(4S)-4-(3-amino-2-chlorophenyl)-4-methyl-1-[(2SR,4RS)-2-methyltetrahydropyran-4-yl]-6-oxohexahydropyrimidin-2-ylidene}carbamate